N-(pyrimidin-4-yl)benzenesulfonamide N1=CN=C(C=C1)NS(=O)(=O)C1=CC=CC=C1